3-methoxymorphinan COC=1C=CC=2C[C@@H]3[C@@H]4CCCC[C@@]4(C2C1)CCN3